N-methyl-5-(pyrazolo[1,5-a]pyrimidin-5-yl)-7H-pyrrolo[2,3-d]pyrimidin-2-amine CNC=1N=CC2=C(N1)NC=C2C2=NC=1N(C=C2)N=CC1